FC(C(C(C(S(=O)(=O)[O-])(F)F)(F)F)(F)F)(F)F.C(C)(C)(C)C1=CC=C(C=C1)[I+]C1=CC=C(C=C1)C(C)(C)C bis(4-(tert-butyl)phenyl)iodonium nonafluorobutanesulfonate